4-amino-6-[[l-6-[(6-carboxypyridin-2-yl)methyl]-1,4,10,13-tetraoxa-7,16-diazacyclooctadec-7-yl]methyl]pyridine-2-carboxylic acid NC1=CC(=NC(=C1)CN1[C@H](COCCOCCNCCOCCOCC1)CC1=NC(=CC=C1)C(=O)O)C(=O)O